6-(hydroxymethyl)pyrimidin-4(3H)-one OCC1=CC(NC=N1)=O